ClC=1C=CC=2C3=CC=CC=C3C3=CC=C(C1C23)Cl 3,4-dichlorofluoranthene